methyl 4-((4-(4-(2-(2-aminopyridin-3-yl)-5-phenyl-3H-imidazo[4,5-b]pyridin-3-yl)phenyl)piperidin-1-yl)methyl)cyclohexane-1-carboxylate NC1=NC=CC=C1C1=NC=2C(=NC(=CC2)C2=CC=CC=C2)N1C1=CC=C(C=C1)C1CCN(CC1)CC1CCC(CC1)C(=O)OC